FC(OC1=NC=CC=C1)F (difluoromethoxy)pyridin